C1(CCCC1)NC1=C2C(=NC(=N1)CCCO)N(N=C2)[C@H]2[C@@H]([C@@H]([C@H](O2)COC(CO)C)O)O 2-(((2R,3S,4R,5R)-5-(4-(cyclopentylamino)-6-(3-hydroxypropyl)-1H-pyrazolo[3,4-d]pyrimidin-1-yl)-3,4-dihydroxytetrahydrofuran-2-yl)methoxy)-1-hydroxypropan